4-hydroxy-4-(trifluoromethyl)-piperidine-1-carboxylic acid tert-butyl ester C(C)(C)(C)OC(=O)N1CCC(CC1)(C(F)(F)F)O